OC=1C=C(C=C2CCC(C12)=O)OC 7-hydroxy-5-methoxy-2,3-dihydro-1H-inden-1-one